CC1(C(C=CC=C1)C)[Se-]=[Se] 1,2-dimethyl phenyl diselenide